[[methyl(1-methylethyl)amino]sulfonyl]benzamide CN(S(=O)(=O)C1=C(C(=O)N)C=CC=C1)C(C)C